(R)-8-chloro-4-((1-(3-(difluoromethyl)-2-fluorophenyl)ethyl)amino)-2-methoxy-6-morpholinopyrido[4,3-d]pyrimidin-7(6H)-one ClC=1C(N(C=C2C1N=C(N=C2N[C@H](C)C2=C(C(=CC=C2)C(F)F)F)OC)N2CCOCC2)=O